BrC1=C(C=O)C=CC(=C1)O 2-bromo-4-hydroxylbenzaldehyde